[Mo].[Ce] Cerium-Molybdenum